C(C)OC(=O)C=1NC2=C(C=CC=C2C1)F 7-fluoro-1H-indole-2-carboxylic acid ethyl ester